O=C1C(CCCC1)N1C(C2=CC=CC=C2C1=O)=O 2-(2-oxocyclohexyl)isoindoline-1,3-dione